CN1C(C(=C(C2=CC=CC=C12)N1CC2(CN(C2)C2=CC=C(C=C2)OC(F)(F)F)CC1)C#N)=O 1-methyl-2-oxo-4-{2-[4-(trifluoromethoxy)phenyl]-2,6-diazaspiro[3.4]octan-6-yl}-1,2-dihydroquinoline-3-carbonitrile